6-Chloro-5-(3-(6-((4-(2-(2,6-dioxopiperidin-3-yl)-1-oxoisoindolin-4-yl)but-3-yn-1-yl)carbamoyl)pyridin-3-yl)isoquinolin-8-yl)-N-methyl-1H-indole-3-carboxamide ClC1=C(C=C2C(=CNC2=C1)C(=O)NC)C=1C=CC=C2C=C(N=CC12)C=1C=NC(=CC1)C(NCCC#CC1=C2CN(C(C2=CC=C1)=O)C1C(NC(CC1)=O)=O)=O